(3R)-4-amino-3-methyl-N-((1R)-spiro[2.4]heptan-1-yl)-N-((5-(trifluoromethyl)-2-pyridinyl)methyl)-1,3-dihydrofuro[3,4-c]quinoline-8-carboxamide NC1=NC=2C=CC(=CC2C2=C1[C@H](OC2)C)C(=O)N(CC2=NC=C(C=C2)C(F)(F)F)[C@@H]2CC21CCCC1